6-((2-(4-amino-1,2,5-oxadiazol-3-yl)-7-fluoro-benzimidazol-1-yl)methyl)pyridazine-3-carbonitrile NC=1C(=NON1)C1=NC2=C(N1CC1=CC=C(N=N1)C#N)C(=CC=C2)F